(S)-2-amino-N-(1-(9-((1-methyl-1H-pyrazol-4-yl)ethynyl)-1-oxo-2-phenyl-2,4,5,6-tetrahydro-1H-benzo[de]isoquinolin-3-yl)ethyl)pyrazolo[1,5-a]pyrimidine-3-carboxamide NC1=NN2C(N=CC=C2)=C1C(=O)N[C@@H](C)C=1N(C(C=2C(=CC=C3C2C1CCC3)C#CC=3C=NN(C3)C)=O)C3=CC=CC=C3